NC(C(=O)NC1=CC(=C(C=C1)C=1C(=NC=CC1Cl)C)F)C1CCC(CC1)(F)F 2-amino-N-(4-(4-chloro-2-methylpyridin-3-yl)-3-fluorophenyl)-2-(4,4-difluorocyclohexyl)acetamide